C1(CCC1)OC([C@H](C)NP(=O)(OC1=CC=C(C=C1)C1CC1)OC1OCCC1)=O (((((S)-1-cyclobutoxy-1-oxopropan-2-yl)amino)(4-cyclopropylphenoxy)phosphoryl)oxy)Tetrahydrofuran